4-chloro-5-(3-((4-fluoro-2-(trifluoromethyl)phenyl)((4-fluorobenzyl)oxy)methyl)-5,6-dihydroimidazo[1,2-a]pyrazin-7(8H)-yl)pyridazin-3(2H)-one ClC=1C(NN=CC1N1CC=2N(CC1)C(=CN2)C(OCC2=CC=C(C=C2)F)C2=C(C=C(C=C2)F)C(F)(F)F)=O